FC=1C=CC2=C(CCO2)C1CN (5-FLUORO-2,3-DIHYDROBENZOFURAN-4-YL)METHANAMINE